C(CCCCCCC)OC[Si](OC)(OC)OC n-octoxymethyl-trimethoxysilane